1'-(3-(4-(cyclopropanecarbonyl)piperazine-1-carbonyl)-6-fluoroquinolin-4-yl)spiro[indene-1,4'-piperidin]-3(2H)-one C1(CC1)C(=O)N1CCN(CC1)C(=O)C=1C=NC2=CC=C(C=C2C1N1CCC2(CC1)CC(C1=CC=CC=C12)=O)F